BrC1=CC=C(C=C1)C=1N=C2N(C=CC=C2)C1NC1=CC=C(C=C1)C 2-(4-bromophenyl)-N-(4-methylphenyl)imidazo[1,2-a]pyridin-3-amine